2-(4,4-Difluoroazepan-1-yl)-5-(trifluoromethyl)nicotinamide tert-butyl-(R)-3-(4-chloro-5-((3-methyl-5-(phenylethynyl)pyridin-2-yl)carbamoyl)-1H-pyrazol-1-yl)pyrrolidine-1-carboxylate C(C)(C)(C)OC(=O)N1C[C@@H](CC1)N1N=CC(=C1C(NC1=NC=C(C=C1C)C#CC1=CC=CC=C1)=O)Cl.FC1(CCN(CCC1)C1=C(C(=O)N)C=C(C=N1)C(F)(F)F)F